4-(cyclopropylamino)-2-(((R)-2,3,4,5-tetrahydro-3-methoxyethoxybenzo[b][1,4]oxazepin-7-yl)amino)pyrimidine-5-carboxamide C1(CC1)NC1=NC(=NC=C1C(=O)N)NC1=CC2=C(OC[C@@H](CN2)OCCOC)C=C1